7-ethyl-4-(6-(4-(ethylsulfonyl)-2-methoxyphenyl)-5-fluoropyridin-2-yl)-7H-imidazo[4,5-c]Pyridazine C(C)N1C=NC2=C1N=NC=C2C2=NC(=C(C=C2)F)C2=C(C=C(C=C2)S(=O)(=O)CC)OC